FC1([C@H](CN(CC1)[C@H](C(=O)NC=1SC2=C(N1)C=C1C(=C2)OC(O1)(F)F)C)C1=NC=NN1)F (S)-2-((R)-4,4-difluoro-3-(1H-1,2,4-triazol-5-yl)piperidin-1-yl)-N-(2,2-difluoro-[1,3]dioxolo[4',5':4,5]benzo[1,2-d]thiazol-6-yl)propanamide